N-[(3-fluoro-4-methylphenyl)methyl]-6-methyl-4-[(1-methylcyclopropyl)amino]furo[2,3-d]pyrimidine-5-carboxamide FC=1C=C(C=CC1C)CNC(=O)C1=C(OC=2N=CN=C(C21)NC2(CC2)C)C